COC1=C(N)C=CC(=C1)N1CCCC1 2-methoxy-4-(pyrrolidin-1-yl)aniline